3-(N-(4-cyano-3'-fluoro-[1,1'-biphenyl]-2-yl)sulfamoyl)-4-ethylbenzoic Acid C(#N)C1=CC(=C(C=C1)C1=CC(=CC=C1)F)NS(=O)(=O)C=1C=C(C(=O)O)C=CC1CC